phosphooctacosanol P(=O)(=O)OCCCCCCCCCCCCCCCCCCCCCCCCCCCC